N1CCC(CC1)=CC=1N=CC(=NC1)C=1C=C2C=CN=CC2=CC1O 6-(5-(piperidin-4-ylidenemethyl)pyrazin-2-yl)isoquinolin-7-ol